(S)-2-((1-(1-(4-chloro-2-fluorobenzyl)-4-methyl-1H-pyrazole-3-carbonyl)piperidin-4-yl)methylPhenyl)-3-(oxetan-2-ylmethyl)-3H-imidazo[4,5-b]Pyridine-5-carboxylic acid ClC1=CC(=C(CN2N=C(C(=C2)C)C(=O)N2CCC(CC2)CC2=C(C=CC=C2)C2=NC=3C(=NC(=CC3)C(=O)O)N2C[C@H]2OCC2)C=C1)F